2-phenyl-10H-spiro[anthracene-9,9'-fluorene]-10-one C1(=CC=CC=C1)C1=CC2=C(C=C1)C(C1=CC=CC=C1C21C2=CC=CC=C2C=2C=CC=CC12)=O